ethyl 1-[3-[(3R)-3-amino-5-[(4-chlorophenyl)methyl]-8-fluoro-1,1,4-trioxo-2,3-dihydro-1lambda6,5-benzothiazepin-7-yl]-1,2,4-oxadiazol-5-yl]-3-azabicyclo[3.1.1]heptane-3-carboxylate N[C@H]1CS(C2=C(N(C1=O)CC1=CC=C(C=C1)Cl)C=C(C(=C2)F)C2=NOC(=N2)C21CN(CC(C2)C1)C(=O)OCC)(=O)=O